N-(2-((2-(2,6-dichloro-3,5-dimethoxybenzoyl)furo[2,3-c]pyridin-5-yl)amino)-5-(4-ethylpiperazin-1-yl)phenyl)acrylamide ClC1=C(C(=O)C2=CC=3C(=CN=C(C3)NC3=C(C=C(C=C3)N3CCN(CC3)CC)NC(C=C)=O)O2)C(=C(C=C1OC)OC)Cl